N-[(3R,4S)-1-(2,2-difluorocyclopropanecarbonyl)-4-fluoropyrrolidin-3-yl]benzamide FC1(C(C1)C(=O)N1C[C@H]([C@H](C1)F)NC(C1=CC=CC=C1)=O)F